6-(5-methyl-hexahydropyrrolo[3,4-b]pyrrol-1(2H)-yl)pyridin-2-amine CN1CC2N(CCC2C1)C1=CC=CC(=N1)N